C(C=C)(=O)N1[C@@H](CCCC1)C=1N(C(=C(N1)C1=CC=C(C=C1)C(NC1=NC=CC(=C1)C1=CC=C(C=C1)Cl)=O)C(=O)N)N (S)-2-(1-acryloylpiperidin-2-yl)-1-amino-4-(4-((4-(4-chlorophenyl)pyridin-2-yl)carbamoyl)phenyl)-1H-imidazole-5-carboxamide